N1C=CC2=CC=C(C=C12)CNC1=CN=C2C(=N1)N=C(C=C2)N2CCN(CC2)C N-(1H-indol-6-ylmethyl)-6-(4-methylpiperazin-1-yl)pyrido[2,3-b]pyrazin-3-amine